O=C1N(N=C2N1C=CC(=N2)N2CCNCC2)C2C(NC(CC2)=O)=O 3-(3-oxo-7-piperazin-1-yl-[1,2,4]triazolo[4,3-a]pyrimidin-2-yl)piperidine-2,6-dione